N-[(2-amino-3-chloroquinolin-7-yl)methyl]-N-(2-methanesulfonylpyridin-3-yl)-2-methylpyrimidine-5-carboxamide NC1=NC2=CC(=CC=C2C=C1Cl)CN(C(=O)C=1C=NC(=NC1)C)C=1C(=NC=CC1)S(=O)(=O)C